CCCCCCCC/C=C\\CCCCCCCC(=O)OC[C@H](COP(=O)([O-])OCC[N+](C)(C)C)OC(=O)CCCCCCC/C=C\\CCCCCCCC The molecule is a phosphatidylcholine 36:2 in which the phosphatidyl acyl groups at positions 1 and 2 are both oleoyl. It is a 1-acyl-2-oleoyl-sn-glycero-3-phosphocholine betaine and a 1,2-di-octadecenoyl-sn-glycero-3-phosphocholine. It derives from an oleic acid. It is a conjugate base of a 1,2-dioleoyl-sn-glycero-3-phosphocholine(1+).